trans-methyl 2-[2-(3-fluorophenoxy)acetyl]-3,3a,4,5,6,6a-hexahydro-1H-cyclopenta[c]pyrrole-3-carboxylate FC=1C=C(OCC(=O)N2CC3C(C2C(=O)OC)CCC3)C=CC1